C1(=C(C=CC=C1)N=C(C)C=1C=C(N)C=CC1)C 3-(1-(o-tolylimino)ethyl)aniline